FC1=C(CN2N=C(N=N2)C2=CC=CC(=N2)C(C(C)S(=O)(=O)N(CC2=CC=C(C=C2)OC)CC2=CC=C(C=C2)OC)(C)O)C=C(C=C1)OC(F)(F)F 3-(6-(2-(2-fluoro-5-(trifluoromethoxy)benzyl)-2H-tetrazol-5-yl)pyridin-2-yl)-3-hydroxy-N,N-bis(4-methoxybenzyl)butane-2-sulfonamide